[C@H]12CN(C[C@H](CC1)N2)C=2C1=C(N=C(N2)OCC23CCCN3CCC2)CN(CC1)C1=CC=CC2=CC=C(C(=C12)Cl)Cl 4-((1R,5S)-3,8-diazabicyclo[3.2.1]octan-3-yl)-7-(7,8-dichloronaphthalen-1-yl)-2-((tetrahydro-1H-pyrrolizin-7a(5H)-yl)methoxy)-5,6,7,8-tetrahydropyrido[3,4-d]pyrimidine